6-benzyloxypyrrolo[3,2-b]pyridine C(C1=CC=CC=C1)OC=1C=C2C(=NC1)C=CN2